1-(4-(3-((4-(2-(6,6-dimethyl-4,5,6,7-tetrahydro-1H-indazol-3-yl)-1H-indole-6-carbonyl)piperazin-1-yl)methyl)pyrrolidin-1-yl)phenyl)dihydropyrimidine-2,4(1H,3H)-dione CC1(CCC=2C(=NNC2C1)C=1NC2=CC(=CC=C2C1)C(=O)N1CCN(CC1)CC1CN(CC1)C1=CC=C(C=C1)N1C(NC(CC1)=O)=O)C